Imidazo[1,5-a]pyrazine-8-carboxylic acid C=1N=CN2C1C(=NC=C2)C(=O)O